C1(CC1)N1CC2(CN(C2)C=2N=CC(=NC2)C(=O)NC=2C=C(C=3N(C2)C=C(N3)C)F)CCC1 5-(6-cyclopropyl-2,6-diazaspiro[3.5]nonan-2-yl)-N-(8-fluoro-2-methylimidazo[1,2-a]pyridin-6-yl)pyrazine-2-carboxamide